N-(3,5-difluorobenzyl)-6-methyl-4-oxo-1-phenyl-1,4-dihydropyridazine-3-carboxamide FC=1C=C(CNC(=O)C2=NN(C(=CC2=O)C)C2=CC=CC=C2)C=C(C1)F